di[2-((oxo)diphenylphosphino)phenyl]Ether O=P(C1=C(C=CC=C1)OC1=C(C=CC=C1)P(C1=CC=CC=C1)(C1=CC=CC=C1)=O)(C1=CC=CC=C1)C1=CC=CC=C1